NC1=CC=C(C(=C1C(=O)N(C)C)F)C=1C(=C2C(=NC1)NCC21CC(CC1)N1N=CC=C1N)Cl 6-Amino-3-(3-(5-amino-1H-pyrazol-1-yl)-4'-chloro-1',2'-dihydrospiro[cyclopentane-1,3'-pyrrolo[2,3-b]pyridin]-5'-yl)-2-fluoro-N,N-dimethylbenzamide